Benzyl 3-(2-bromoacetyl)pyrrolidine-1-carboxylate BrCC(=O)C1CN(CC1)C(=O)OCC1=CC=CC=C1